(S)-N-(3-(1-((2-ethyl-2H-pyrazolo[3,4-b]pyrazin-6-yl)amino)ethyl)-4-fluorophenyl)-2-(5-fluoropyridin-2-yl)acetamide C(C)N1N=C2N=C(C=NC2=C1)N[C@@H](C)C=1C=C(C=CC1F)NC(CC1=NC=C(C=C1)F)=O